1,3,5-tris(3,5-di-t-butyl-4-hydroxybenzyl)-s-triazine-2,4,6(1h,3h,5h)-trione C(C)(C)(C)C=1C=C(CN2C(N(C(N(C2=O)CC2=CC(=C(C(=C2)C(C)(C)C)O)C(C)(C)C)=O)CC2=CC(=C(C(=C2)C(C)(C)C)O)C(C)(C)C)=O)C=C(C1O)C(C)(C)C